3-nitro-5-(trifluoromethyl)pyridine-2-carboxylic acid (2,5-dioxopyrrolidin-1-yl) ester O=C1N(C(CC1)=O)OC(=O)C1=NC=C(C=C1[N+](=O)[O-])C(F)(F)F